N1(CCC1)[C@H](C)C=1NC(C=2SC(=C3OCCCC1C23)C=2C=NNC2)=O (R)-5-(1-(azetidin-1-yl)ethyl)-1-(1H-pyrazol-4-yl)-4,6,7,8-tetrahydro-3H-9-oxa-2-thia-4-azabenzo[cd]Azulene-3-one